NC1=NN2C(N=CC=C2)=C1C(=O)N[C@@H](C)C=1N(C(C2=C(C=CC=C2C1)C#CC1CN(C(C1)=O)C)=O)C1=CC=CC=C1 2-amino-N-((1S)-1-(8-(2-(1-methyl-5-oxopyrrolidin-3-yl)ethynyl)-1-oxo-2-Phenylisoquinolin-3-yl)ethyl)pyrazolo[1,5-a]pyrimidine-3-carboxamide